FC(C=1C(=NN(C1S(=O)(=O)N1CC2(C1)CC(CC2)N2CCOCC2)C)C)F 4-(2-((4-(difluoromethyl)-1,3-dimethyl-1H-pyrazol-5-yl)sulfonyl)-2-azaspiro[3.4]oct-6-yl)morpholine